4-Chloro-7-{4-[4-(4-formylpiperidin-1-yl)phenyl]piperidin-1-yl}-1H-indole-3-carbonitrile ClC1=C2C(=CNC2=C(C=C1)N1CCC(CC1)C1=CC=C(C=C1)N1CCC(CC1)C=O)C#N